CNC(O[C@H]1CC([C@@H]([C@]2(CCCC([C@H]12)(C)C)C)CC[C@](C=C)(C)O)=C)=O (1S,4S,4aR,8aS)-4-[(3S)-3-hydroxy-3-methylpent-4-en-1-yl]-4a,8,8-trimethyl-3-methyliden-decahydronaphthalene-1-yl N-methylcarbamate